4-(4-((2S,4r,6S)-2-cyano-7-((5-methoxy-7-methyl-1H-indol-4-yl)methyl)-7-azaspiro[3.5]nonan-6-yl)benzoyl)morpholine-2-carboxylic acid C(#N)C1CC2(C1)C[C@H](N(CC2)CC2=C1C=CNC1=C(C=C2OC)C)C2=CC=C(C(=O)N1CC(OCC1)C(=O)O)C=C2